1-Benzhydryl-3-methoxy-2,2-dimethylazetidine C(C1=CC=CC=C1)(C1=CC=CC=C1)N1C(C(C1)OC)(C)C